6-(4,5-dimethylpyrazol-1-yl)-N-(6-methoxy-1-methylindazol-7-yl)pyridine-3-sulfonamide magnesium stearate C(CCCCCCCCCCCCCCCCC)(=O)[O-].[Mg+2].CC=1C=NN(C1C)C1=CC=C(C=N1)S(=O)(=O)NC=1C(=CC=C2C=NN(C12)C)OC.C(CCCCCCCCCCCCCCCCC)(=O)[O-]